tert-butyl 3-formyl-5,6-dihydroimidazo[1,2-a]pyrazine-7(8H)-carboxylate C(=O)C1=CN=C2N1CCN(C2)C(=O)OC(C)(C)C